C1(CC1)C1=CC=C(C=C1)N(C=1C=C2CCN[C@@H](C2=CC1)CNC1=C(C(=O)O)C=CN=C1)C (S)-3-(((6-((4-cyclopropylphenyl)(methyl)amino)-1,2,3,4-tetrahydroisoquinolin-1-yl)methyl)amino)isonicotinic acid